(-)-(2R)-2-amino-3-(2-hydroxyethylsulfanyl)propanoic acid N[C@H](C(=O)O)CSCCO